FC1=CC(=NN1)C(=O)NC1C(N(C2=C(OC1)C=CC=N2)C)=O 5-fluoro-N-(5-methyl-4-oxo-2,3,4,5-tetrahydropyrido[3,2-b][1,4]oxazepin-3-yl)-1H-pyrazole-3-carboxamide